CC1(C(C(C2=CC(=C(C=C12)C)CC(=O)CC=1C=C2C(C(C(C2=CC1C)(C)C)C)(C)C)(C)C)C)C 1,1,2,3,3,6-hexamethyl-5-indanylmethylketone